benzo[lmn][3,8]phenanthroline-1,3,6,8(2h,7h)-tetraon C1(NC(C=2C=CC=3C(NC(C=4C3C2C1=CC4)=O)=O)=O)=O